C[C@H]1CN(C[C@H](O1)C)C1=NC(=C2N1C1=CC(=CC=C1N=C2)C2=CC(=C(OCCCN(C)C)C=C2)C(F)(F)F)C 3-(4-(1-((2S,6R)-2,6-dimethylmorpholinyl)-3-methylimidazo[1,5-a]quinoxalin-8-yl)-2-(trifluoromethyl)phenoxy)-N,N-dimethylpropan-1-amine